2,3-dihydro-N,N-dimethyl-2-oxo-1H-indole-6-carboxamide CN(C(=O)C1=CC=C2CC(NC2=C1)=O)C